NC=1C=C(C=CC1)NC(C1=C(C=CC(=C1)C=1OC(=CC1)\C=C/1\C(C2=C(S1)C=CC=C2)=O)O)=O (Z)-N-(3-aminophenyl)-2-hydroxy-5-(5-((3-oxobenzo[b]thiophen-2(3H)-ylidene)methyl)furan-2-yl)benzamide